F\C(=C/CN)\CS(=O)(=O)C1=CC=C(C=C1)F (Z)-3-fluoro-4-(4-fluorophenylsulfonyl)but-2-en-1-amine